N-(4-fluoro-1-methyl-3-(trifluoromethyl)-1H-pyrazol-5-yl)-2-methoxybenzamide FC=1C(=NN(C1NC(C1=C(C=CC=C1)OC)=O)C)C(F)(F)F